tert-butyl ((2S,3S)-1-((2-benzoyl-5-chlorophenyl)amino)-3-methyl-1-oxopentan-2-yl)carbamate C(C1=CC=CC=C1)(=O)C1=C(C=C(C=C1)Cl)NC([C@H]([C@H](CC)C)NC(OC(C)(C)C)=O)=O